NC(CNC(=O)C1=CN=C(N=N1)N[C@@H]1C[C@H](CC1)NC1=CC=C(C=N1)N1C(C=CC=C1)=O)=O N-(2-Amino-2-oxoethyl)-3-(((1S,3S)-3-((2-oxo-2H-[1,3'-bipyridin]-6'-yl)amino)cyclopentyl)amino)-1,2,4-triazine-6-carboxamide